2-cyano-1-(5-(1-(2-pyrrolidinylformyl)piperazine-4-yl)pentyl)-3-(3-fluoro-4-pyridinyl)guanidine C(#N)N=C(NCCCCCN1CCN(CC1)C(=O)C1NCCC1)NC1=C(C=NC=C1)F